N,N-dipropylaminomethylamine C(CC)NN(NCCC)C